(S,E)-7-(dimethylamino)-1-((6-ethyl-1-((7-fluoro-4-isobutyl-3H-imidazo[4,5-c]pyridin-2-yl)methyl)-2-oxo-1,2-dihydropyridin-3-yl)amino)-1,7-dioxohept-5-en-2-yl dimethylcarbamate CN(C(O[C@H](C(=O)NC=1C(N(C(=CC1)CC)CC1=NC2=C(C(=NC=C2F)CC(C)C)N1)=O)CC\C=C\C(=O)N(C)C)=O)C